CN(CCCN(CC(C)O)CC(C)O)C 1,1'-((3-(di-methylamino)propyl)azanediyl)bis(propan-2-ol)